C(C)(C)C1=C(C=CC=C1)C1=NC=C2NC(N(C2=N1)CC1=CC=C(C=C1)C=1C=NN(C1)CCOC)=O (2-isopropylphenyl)-9-(4-(1-(2-methoxyethyl)-1H-pyrazol-4-yl)benzyl)-7,9-dihydro-8H-purin-8-one